C(C=CCCCCCCCCCC)(=O)[O-].[Zn+2].C(C=CCCCCCCCCCC)(=O)[O-] zinc 2-tridecenate